CS(=O)(=O)N1CCN(CC1)C1=CC=C(C=N1)NC1=NC=CC=N1 N-(6-(4-(methylsulfonyl)piperazin-1-yl)pyridine-3-Yl)pyrimidin-2-amine